2,2,2-trichloroethyl (3-(tert-butyl)-1-(4-cyanophenyl)-1H-pyrazol-5-yl)carbamate C(C)(C)(C)C1=NN(C(=C1)NC(OCC(Cl)(Cl)Cl)=O)C1=CC=C(C=C1)C#N